C(C)OC(=O)C1=CC2=C(S1)CCC1(C(N(C3=NC=CC=C31)CC3=CC=C(C=C3)OC)=O)C2 1'-(4-methoxybenzyl)-2'-oxo-1',2',6,7-tetrahydro-4H-spiro[benzo[B]thiophene-5,3'-pyrrolo[2,3-B]pyridine]-2-carboxylic acid ethyl ester